[Si](C)(C)(C(C)(C)C)OCCN(C(OC(C)(C)C)=O)CC1=C(C(=NC=C1)NC1=C(C(=CC=C1)C1=C(C(=NC=C1)C1=CC(=C(C=C1)CCCO)OC)Cl)Cl)F tert-butyl (2-((tert-butyldimethylsilyl)oxy)ethyl)((2-((2-chloro-3-(3-chloro-2-(4-(3-hydroxypropyl)-3-methoxyphenyl)pyridin-4-yl)phenyl)amino)-3-fluoropyridin-4-yl)methyl)carbamate